C(CCCCCCCCCCCC)(=O)OCCOCCO diethylene glycol tridecanoate